N-(4-ethoxybenzylidene)-2-methylpropane-2-sulfinamide C(C)OC1=CC=C(C=NS(=O)C(C)(C)C)C=C1